C(#N)C=1C=CC(=NC1)C1(CCN(CC1)C(=O)C=1C(=CC(=C(C1)C1=NC(=NC=C1C(=O)N)N1CCOCC1)CC)C)F (5-(4-(5-cyanopyridin-2-yl)-4-fluoropiperidine-1-carbonyl)-2-ethyl-4-methylphenyl)-2-morpholinopyrimidine-5-carboxamide